2-(6-{5-chloro-2-[(oxan-4-yl)amino]pyrimidin-4-yl}-1-oxo-2,3-dihydro-1H-isoindol-2-yl)-N-(1-hydroxy-3-phenylpropan-2-yl)acetamide ClC=1C(=NC(=NC1)NC1CCOCC1)C1=CC=C2CN(C(C2=C1)=O)CC(=O)NC(CO)CC1=CC=CC=C1